NC1CN(CC1)CCOCCNC(=O)NC=1SC=C(N1)C(C)(C)C1=CC=C(C=C1)OC 1-(2-(2-(3-aminopyrrolidin-1-yl)ethoxy)ethyl)-3-(4-(2-(4-methoxyphenyl)propan-2-yl)thiazol-2-yl)urea